(S)-4-((2-hydroxy-3-methoxypropyl)amino)-6-methyl-1-(4-(trifluoromethyl)phenyl)pyrido[3,4-d]pyridazin-5(6H)-one O[C@@H](CNC=1N=NC(=C2C1C(N(C=C2)C)=O)C2=CC=C(C=C2)C(F)(F)F)COC